(2S,3R,4R,5S)-3-(3,4-difluoro-2-methylphenyl)-N-(6-((R)-1,2-dihydroxyethyl)pyridin-3-yl)-4,5-dimethyl-5-(trifluoromethyl)tetrahydrofuran-2-carboxamide FC=1C(=C(C=CC1F)[C@@H]1[C@H](O[C@@]([C@@H]1C)(C(F)(F)F)C)C(=O)NC=1C=NC(=CC1)[C@H](CO)O)C